CC1=NC=CC(=C1)C=1C=C2C=CC(=NC2=CC1)N1CCC(CC1)C(=O)O 1-(6-(2-methylpyridin-4-yl)quinolin-2-yl)piperidine-4-carboxylic acid